BrC1=CC=C2N=CC=NC2=C1Cl 7-bromo-8-chloroquinoxalin